Iridium (III) bis(phenylquinoline) C1(=CC=CC=C1)C1=NC2=CC=CC=C2C=C1.C1(=CC=CC=C1)C1=NC2=CC=CC=C2C=C1.[Ir+3]